OCC(C(=O)O)(CCC)CO 2,2-di(hydroxymethyl)pentanoic acid